CC#C methyl-(acetylene)